1-tert-butyl 3-methyl rac-(3R,5S)-5-[(methanesulfonyl)amino]piperidine-1,3-dicarboxylate CS(=O)(=O)N[C@H]1C[C@H](CN(C1)C(=O)OC(C)(C)C)C(=O)OC |r|